7-(1-ethylpiperidin-4-yl)-2-(2-methylimidazo[1,2-a]pyridin-6-yl)-4H-pyrido[1,2-a]pyrimidin-4-one C(C)N1CCC(CC1)C=1C=CC=2N(C(C=C(N2)C=2C=CC=3N(C2)C=C(N3)C)=O)C1